5-bromo-2-cyclopropyl-6-fluorobenzo[d]thiazole BrC=1C(=CC2=C(N=C(S2)C2CC2)C1)F